C(C)(C)C1=C(NC2=CC=C(C=C12)C1CCN(CC1)C(=O)C1CCOCC1)C1=CC(=NC=C1)C (4-(3-isopropyl-2-(2-methylpyridin-4-yl)-1H-indol-5-yl)piperidin-1-yl)(tetrahydro-2H-pyran-4-yl)methanone